N-([6-({[(3,3-difluorocyclobutyl)methyl]amino}methyl)imidazo[1,2-a]pyridin-2-yl]methyl)-4-oxo-4H-pyrido[1,2-a]pyrimidine-2-carboxamide FC1(CC(C1)CNCC=1C=CC=2N(C1)C=C(N2)CNC(=O)C=2N=C1N(C(C2)=O)C=CC=C1)F